FC1=C(C=CC=C1C[C@@H]1N(CC([C@@H]1NS(=O)(=O)CC)(F)F)C(=O)C1OCC1)C1=CC(=C(C=C1)F)C N-[(2S,3R)-2-[(2,4'-difluoro-3'-methyl-[1,1'-biphenyl]-3-yl)methyl]-4,4-difluoro-1-(oxetane-2-carbonyl)pyrrolidin-3-yl]-ethanesulfonamide